CC1N(CCC2=C1C1=C(N=NC(=C1)C1=C(C=CC=C1)O)N2)C2=NC=C(C=N2)N2CCNCC2 2-(5-methyl-6-(5-(piperazin-1-yl)pyrimidin-2-yl)-6,7,8,9-tetrahydro-5H-pyrido[3',4':4,5]pyrrolo[2,3-c]pyridazin-3-yl)phenol